C(#C)C1=NC(=CC(=C1)C1=NC=2C=CC3=C(C2C=C1)C1=C(S3)CN[C@@H](CN1)C)C1CCN(CC1)C (R)-3-(2-ethynyl-6-(1-methylpiperidin-4-yl)pyridin-4-yl)-10-methyl-9,10,11,12-tetrahydro-8H-[1,4]diazepino[5',6':4,5]thieno[3,2-f]quinolin